FC(C=1C(=C(C=CC1)[C@@H](C)NC1=CC=NC2=CC(=C(C=C12)C=1CCNCC1)OC)F)F (R)-N-(1-(3-(difluoromethyl)-2-fluorophenyl)ethyl)-7-methoxy-6-(1,2,3,6-tetrahydropyridine-4-yl)quinolin-4-amine